tert-Butyl 3-((4-(3-amino-4-bromophenyl)-2-oxopiperazin-1-yl)methyl)azetidine-1-carboxylate NC=1C=C(C=CC1Br)N1CC(N(CC1)CC1CN(C1)C(=O)OC(C)(C)C)=O